C(=O)O.C(CC)=O propan-1-one, formate salt